ClC1=C(C=C(OCC(=O)N[C@H]2CC[C@@H](NC2)C(=O)NC2=NN(C=C2)C(F)(F)F)C=C1)F (2R,5S)-5-[2-(4-chloro-3-fluoro-phenoxy)acetamido]-N-[1-(trifluoro-methyl)-1H-pyrazol-3-yl]piperidine-2-carboxamide